1,2-dimethyl-1-cyclohexyl methacrylate C(C(=C)C)(=O)OC1(C(CCCC1)C)C